(E)-N-(3-(2-(5-fluoro-2-methoxyphenyl)-2-hydroxyethyl)-5-(1-(isopropoxyimino)ethyl)-2,6-dioxo-3,6-dihydropyrimidin-1(2H)-yl)-N-methylisobutyramide FC=1C=CC(=C(C1)C(CN1C(N(C(C(=C1)/C(/C)=N/OC(C)C)=O)N(C(C(C)C)=O)C)=O)O)OC